C(C1=CC=CC=C1)[C@@H]1N(CCCCC1)C1=CC(=CC(N1)=O)C=1CCOCC1 (R)-6-(2-benzylazepan-1-yl)-4-(3,6-dihydro-2H-pyran-4-yl)pyridin-2(1H)-one